CC=1C=C(C=CC1N1CCN(CC1)C1CCN(CC1)C)NC=O N-(3-methyl-4-(4-(1-methylpiperidin-4-yl)piperazin-1-yl)phenyl)carboxamide